N-[1-[5-methyl-3-(triazol-1-yl)pyrazin-2-yl]ethyl]-3,5-bis(trifluoromethyl)benzamide CC=1N=C(C(=NC1)C(C)NC(C1=CC(=CC(=C1)C(F)(F)F)C(F)(F)F)=O)N1N=NC=C1